2-morpholino-2-carbonyl-acetamide O1CCN(CC1)C(C(=O)N)=C=O